3-(2'-(2,6-difluoro-3,5-dimethoxyphenyl)-3'-oxo-2',3'-dihydro-1'H-spiro[cyclopropane-1,4'-[2,7]naphthyridin]-6'-yl)-1-((tetrahydro-2H-pyran-4-yl)methyl)-1H-pyrazole-4-carbonitrile FC1=C(C(=C(C=C1OC)OC)F)N1CC2=CN=C(C=C2C2(C1=O)CC2)C2=NN(C=C2C#N)CC2CCOCC2